[Li+].C(CCC)C(C(=O)[O-])(C(=O)[O-])CCCCCCCCCCCC.[Li+] 2-butyl-2-dodecylmalonic acid lithium salt